5-(oxetan-3-ylformamido)pentanamide O1CC(C1)C(=O)NCCCCC(=O)N